BrC1=C(C=CC=C1)C1=NN=C(O1)NC1=CC=CC=C1 (2-bromophenyl)-N-phenyl-1,3,4-oxadiazol-2-amine